CC1=CC=C(C=C1)C(=CC1=CC=C(C=C1)C1=CC=C(C=C1)C=C(C1=CC=C(C=C1)C)C1=CC=C(C=C1)C)C1=CC=C(C=C1)C 1-[2,2-Bis(4-methylphenyl)ethenyl]-4-[4-[2,2-bis(4-methylphenyl)ethenyl]phenyl]benzene